6-ethyl-6-methyl-1,3-cyclohexadiene C(C)C1(CC=CC=C1)C